4-(3,3-dimethylpiperazin-1-yl)-N-(6-methoxy-2-methylpyrazolo[1,5-a]pyridin-5-yl)-2,3-dihydro-1H-pyrrolo[2,3-b]pyridine-1-carboxamide 2,2,2-trifluoroacetate FC(C(=O)O)(F)F.CC1(CN(CCN1)C1=C2C(=NC=C1)N(CC2)C(=O)NC2=CC=1N(C=C2OC)N=C(C1)C)C